N,N-bis(9,9-dimethyl-9H-fluoren-2-yl)-9,9'-spirobi[9H-fluoren]-3-amine CC1(C2=CC=CC=C2C=2C=CC(=CC12)N(C=1C=CC=2C3(C4=CC=CC=C4C2C1)C1=CC=CC=C1C=1C=CC=CC13)C1=CC=3C(C2=CC=CC=C2C3C=C1)(C)C)C